CC(C)O.[Na] sodium 2-propanol